N-[2-[1-[2-[4-[4-[(2,6-dioxo-3-piperidyl)amino]phenoxy]-1-piperidyl]-2-oxo-ethyl]-4-piperidyl]-7-isopropoxy-imidazo[1,2-a]pyridin-6-yl]-6-(trifluoromethyl)pyridine-2-carboxamide O=C1NC(CCC1NC1=CC=C(OC2CCN(CC2)C(CN2CCC(CC2)C=2N=C3N(C=C(C(=C3)OC(C)C)NC(=O)C3=NC(=CC=C3)C(F)(F)F)C2)=O)C=C1)=O